CC1(OB(OC1(C)C)C1=CC=C(OC[C@@H](C)O)C=C1)C (2R)-1-[4-(4,4,5,5-tetramethyl-1,3,2-dioxaborolan-2-yl)phenoxy]propan-2-ol